N-(1-(1-(1-acryloylpiperidin-4-yl)azetidin-3-yl)-3-(difluoromethyl)-1H-pyrazol-4-yl)-6-(1H-pyrazol-3-yl)-2-pyridineamide C(C=C)(=O)N1CCC(CC1)N1CC(C1)N1N=C(C(=C1)NC(=O)C1=NC(=CC=C1)C1=NNC=C1)C(F)F